4-(3-amino-1H-indazol-5-yl)-N-(2-(piperidin-1-yl)ethyl)-1H-pyrrolo[2,3-b]pyridine-2-carboxamide NC1=NNC2=CC=C(C=C12)C1=C2C(=NC=C1)NC(=C2)C(=O)NCCN2CCCCC2